ICCO 2-iodoethan-1-ol